Menthylpropylen glycol carbonat C(O)(O)=O.C1(CC(C(CC1)C(C)C)C(C(C)O)O)C